COC(=O)C1=CNC(=C1)C1=C2C(=NC=C1)N(C=C2)S(=O)(=O)C2=CC=CC=C2 5-[1-(benzenesulfonyl)-1H-pyrrolo[2,3-b]pyridin-4-yl]-1H-pyrrole-3-carboxylic acid methyl ester